3-(4-(3,6-diazabicyclo[3.1.1]heptane-6-yl)-6,7-difluoro-1-oxoisoindoline-2-yl)piperidine C12CNCC(N1C1=C3CN(C(C3=C(C(=C1)F)F)=O)C1CNCCC1)C2